2-[(1S,4S,5R)-5-{[5-cyclopropyl-3-(2,6-dichlorophenyl)-1,2-oxazol-4-yl]methoxy}-2-azabicyclo[2.2.1]heptan-2-yl]-4-trifluoromethoxy-6-(2H-1,2,3,4-tetrazol-5-yl)-1,3-benzothiazole C1(CC1)C1=C(C(=NO1)C1=C(C=CC=C1Cl)Cl)CO[C@H]1[C@@H]2CN([C@H](C1)C2)C=2SC1=C(N2)C(=CC(=C1)C=1N=NNN1)OC(F)(F)F